C(CCC)OC1C(CCCC1)CN (2-butoxycyclohexane-1-yl)methylamine